BrC=1C=C2C(=NC=NC2=CC1OCC)C=1C(=NNC1)C1=CC=CC=C1 6-Bromo-7-ethoxy-4-(3-phenyl-1H-pyrazol-4-yl)quinazoline